C(C)OCCOCCOCCOC1=CC=C(C=N1)C=O 6-{2-[2-(2-ethoxyethoxy)ethoxy]ethoxy}pyridine-3-carbaldehyde